N[C@H](C#N)C[C@H]1C(NCC1)=C=O (s)-2-amino-3-((s)-2-carbonylpyrrolidin-3-yl)propionitrile